BrC1=C(C#N)C(=CC=C1OC)NCC1=CC=C(C=C1)OC 2-bromo-3-methoxy-6-((4-methoxybenzyl)amino)benzonitrile